2-(7-fluoro-2-formyl-inden-5-yl)oxyacetamide FC=1C=C(C=C2C=C(CC12)C=O)OCC(=O)N